(2S,4R)-N-[[2-chloro-6-(difluoromethoxy)phenyl]methyl]-1-[(2S)-2-(4-cyclopropyltriazol-1-yl)-3,3-dimethyl-butanoyl]-4-hydroxy-pyrrolidine-2-carboxamide ClC1=C(C(=CC=C1)OC(F)F)CNC(=O)[C@H]1N(C[C@@H](C1)O)C([C@H](C(C)(C)C)N1N=NC(=C1)C1CC1)=O